(1R,2S,5S)-3-((S)-2-((tert-butoxycarbonyl)amino)-3,3-bis(methyl-d3)butanoyl-4,4,4-d3)-6,6-bis(methyl-d3)-3-azabicyclo[3.1.0]hexane-2-carboxylic acid C(C)(C)(C)OC(=O)N[C@H](C(=O)N1[C@@H]([C@H]2C([C@H]2C1)(C([2H])([2H])[2H])C([2H])([2H])[2H])C(=O)O)C(C([2H])([2H])[2H])(C([2H])([2H])[2H])C([2H])([2H])[2H]